4-(pyridazinyloxy)cyclohexanone N1=NC(=CC=C1)OC1CCC(CC1)=O